2-(2-chloroethyl)tetrazole ClCCN1N=CN=N1